1-ethyl-5-methyl-1H-pyrazole-4-carboxylic acid ethyl ester C(C)OC(=O)C=1C=NN(C1C)CC